C[C@@]1([C@@H]2CCCN([C@@H]2C1)C(=O)OCC1=CC=CC=C1)OC=1C=2N(C=C(N1)C=1C=NN(C1)C)N=CC2 |&1:1| racemic-benzyl (1R,6R)-7-methyl-7-((6-(1-methyl-1H-pyrazol-4-yl)pyrazolo[1,5-a]pyrazin-4-yl)oxy)-2-azabicyclo[4.2.0]octane-2-carboxylate